((2R,3R,4R,5R)-5-(4-amino-2-oxopyrimidin-1(2H)-yl)-2-(chloromethyl)-4-fluoro-3-hydroxytetrahydrofuran-2-yl) methyl triphosphate O(P(OC)(=O)OP(=O)([O-])OP(=O)([O-])[O-])[C@@]1(O[C@H]([C@@H]([C@@H]1O)F)N1C(N=C(C=C1)N)=O)CCl